3-[(3-chloro-6-methylpyridin-2-yl)amino]-3-(prop-2-en-1-yl)pyrrolidine-1-carboxylic acid tert-butyl ester C(C)(C)(C)OC(=O)N1CC(CC1)(CC=C)NC1=NC(=CC=C1Cl)C